2-Tert-butylbenzimidazole C(C)(C)(C)C=1NC2=C(N1)C=CC=C2